4-methylbenzenesulfonic acid 2,2,5-trimethyl-4-oxo-3,8,11,14-tetraoxa-5-azahexadecan-16-yl ester CC(C)(OC(N(CCOCCOCCOCCOS(=O)(=O)C1=CC=C(C=C1)C)C)=O)C